9H-pyrido[3,4-b]indole-3-amide C1=NC(=CC2=C1NC1=CC=CC=C21)C(=O)N